2-ethyl-6-propyl-1,4-phenylenoxid C(C)C1=C2C(=CC(=C1)O2)CCC